N1(C=NC=C1)C1=CC=C(C=C1)NC=1C(C=2C=CC=NC2C(C1Cl)=O)=O 6-((4-(1H-Imidazol-1-yl)phenyl)amino)-7-chlorochinolin-5,8-dion